C(C)(C)(C)C=1CC(C=CC1O)(C)C(C)(C)C 2,4-di-t-butyl-p-cresol